CC=1C=CC(=NC1)S 5-methylpyridine-2-thiol